FC=1C(=NC=C(C(=O)N2CC3(CC2)C=C(C(C(C3)(C)C)=O)C#N)C1)OC 2-(5-fluoro-6-methoxynicotinoyl)-9,9-dimethyl-8-oxo-2-azaspiro[4.5]dec-6-ene-7-carbonitrile